ClC=1C=C2C(=CNC2=CC1OC)C=O 5-CHLORO-6-METHOXYINDOLE-3-CARBOXALDEHYDE